CC1=C(C(=C(C(=[Si]1C)C)C)C)C.CC1=C(C(=C(C(=[Si]1C)C)C)C)C.[Sn+4] tin (IV) bis(hexamethyl-silainine)